C(C)(C)NCC1=CC=C2C(=NC(=NN21)CO)NC=2N=CN(C2)C2=CC(=C(C(=C2)OC)OC)OC 1-(7-((isopropylamino)methyl)-4-((1-(3,4,5-trimethoxyphenyl)-1H-imidazol-4-yl)amino)pyrrolo[2,1-f][1,2,4]triazin-2-yl)methanol